Cl.Cl.C(C=C)N1CCC2=C(CC1)SC(=N2)N 6-allyl-2-amino-5,6,7,8-tetrahydro-4H-thiazolo[4,5-d]azepine diHCL